C(C1=CC=CC=C1)N1C(OCC1)=O N-benzyl-2-oxazolidinone